FCCCN1[C@H](CC1)C(=O)N1CCN(CC1)C=1C=2N(C=C(C1)S(=O)(=O)NC1(CC1)C)C(=NC2)C=2SC(=NN2)C(F)(F)F (R)-8-(4-(1-(3-fluoropropyl)azetidine-2-carbonyl)piperazin-1-yl)-N-(1-methylcyclopropyl)-3-(5-(trifluoromethyl)-1,3,4-thiadiazol-2-yl)imidazo[1,5-a]pyridine-6-sulfonamide